NC1=C(C=2C(=C3N=CC=NC3=C(C2)O)N=C1OCC1=CC=C(C=C1)OC)C1=C2C=NN(C2=C(C=C1)F)C1OCCCC1 8-amino-7-[7-fluoro-1-(oxan-2-yl)indazol-4-yl]-9-[(4-methoxyphenyl)methoxy]pyrido[2,3-f]quinoxalin-5-ol